C(C)(=O)OCOP(=O)(CC1=CC=CC=C1)OC1=C(C(=CC(=C1)CCCCC)OP(=O)(CC1=CC=CC=C1)OCOC(C)=O)C1=CC(=CC=C1)C ((((6-(((acetoxymethoxy)(benzyl)phosphoryl)oxy)-3'-methyl-4-pentyl-[1,1'-biphenyl]-2-yl)oxy)(benzyl)phosphoryl)oxy)methyl acetate